[Sn].[Sb].[As] arsenic-antimony tin